methyl (2R)-2-[(tert-butoxycarbonyl) amino]-3-iodopropionate C(C)(C)(C)OC(=O)N[C@H](C(=O)OC)CI